6,6,9-trimethyl-2-(oxetan-3-yl)-3-pentyl-6H-benzo[c]chromen-1-ol CC1(OC=2C=C(C(=C(C2C2=C1C=CC(=C2)C)O)C2COC2)CCCCC)C